FC1=CC2=C(C(CC3=C(O2)C=CC=C3)CC(=O)N)C=C1 2-(7-fluoro-10,11-dihydrodibenzo[b,f]oxepin-10-yl)acetamide